2-fluoro-6-methoxy-3-(trifluoromethyl)benzoic acid FC1=C(C(=O)O)C(=CC=C1C(F)(F)F)OC